6-CHLORO-7-PYRIMIDIN-5-YL-1H-INDOLE-2-CARBOXYLATE ClC1=CC=C2C=C(NC2=C1C=1C=NC=NC1)C(=O)[O-]